O1C=C(C2=C1C=CC=C2)C[C@H](NC(CC2=CC=C1CCC3(C1=C2)COCC3)=O)B(O)O ((1R)-2-(benzofuran-3-yl)-1-(2-(4,5-dihydro-2H-spiro[furan-3,1'-indan]-6'-yl)acetamido)ethyl)boronic acid